C(#N)C=1C(=NC(=NC1)NC1=C(C=CC(=C1)N1CCN(CC1)C)OC(F)(F)F)C1=CCC2CN(C(C2=C1)=O)C(=O)OC(C)(C)C tert-butyl 6-(5-cyano-2-((5-(4-methylpiperazin-1-yl)-2-(trifluoromethoxy) phenyl) amino) pyrimidin-4-yl)-1-oxodihydro-isoindole-2-carboxylate